Ethyl[3-[2-chloro-4-fluoro-5-(1-methyl-6-trifluoromethyl-2,4-dioxo-1,2,3,4-tetrahydropyrimidin-3-yl)phenoxy]-2-pyridyloxy] acetate C(C)(=O)OOC1=NC=CC(=C1OC1=C(C=C(C(=C1)N1C(N(C(=CC1=O)C(F)(F)F)C)=O)F)Cl)CC